FC1=CC=C2CC[C@@H](C2=C1)NCCC1(CCOC2(C1)CCOCC2)C2=NC=C(C=C2)F (1S)-6-fluoro-N-(2-(4-(5-fluoropyridin-2-yl)-1,9-dioxaspiro[5.5]undecane-4-yl)ethyl)-2,3-Dihydro-1H-inden-1-amine